C(C)(C)(C)OC(N(S(=O)(=O)C1=C(C=C(C=C1)C=1N=NN(N1)CC1=CC=NC=C1)OC)CC(=O)N)=O (2-amino-2-oxoethyl)((2-methoxy-4-(2-(pyridin-4-ylmethyl)-2H-tetrazol-5-yl)phenyl)sulfonyl)carbamic acid tert-butyl ester